FC=1C(=CC=2C3=C(N=C(C2C1)NCCO)COC[C@H]3N(C(=O)C=3NC1=CC(=C(C=C1C3)F)F)C)F (S)-N-(8,9-difluoro-6-((2-hydroxyethyl)amino)-1,4-dihydro-2H-pyrano[3,4-c]isoquinolin-1-yl)-5,6-difluoro-N-methyl-1H-indole-2-carboxamide